N-[3-[5-(2-cyclopropylpyrimidin-5-yl)-1H-pyrrolo[2,3-b]pyridine-3-carbonyl]-2,4-difluoro-phenyl]azetidine-1-sulfonamide C1(CC1)C1=NC=C(C=N1)C=1C=C2C(=NC1)NC=C2C(=O)C=2C(=C(C=CC2F)NS(=O)(=O)N2CCC2)F